[4-(5-chlorooxazolo[4,5-b]pyridin-2-yl)piperazin-1-yl]-[6-[2-(2,2-dimethylpropyl)tetrazol-5-yl]-5-methyl-3-pyridyl]methanone methyl-(E)-4-(2,7-diazaspiro[4.4]nonane-2-yl)but-2-enoate COC(\C=C\CN1CC2(CC1)CNCC2)=O.ClC2=CC=C1C(=N2)N=C(O1)N1CCN(CC1)C(=O)C=1C=NC(=C(C1)C)C=1N=NN(N1)CC(C)(C)C